C(C)(C)(C)OC(=O)N1N=C(C(=C1C)C1=CC=C(C=C1)NC([C@H](C(C1CCCCC1)C1CCCCC1)N)=O)C 4-[4-[[(2S)-2-amino-3,3-dicyclohexyl-propionyl]amino]phenyl]-3,5-dimethyl-pyrazole-1-carboxylic acid tert-butyl ester